Br.FC(C=1C=C(CN2C(SC3=C2CCCC3)=N)C=C(C1)C(F)(F)F)(F)F 3-(3,5-Bis(trifluoromethyl)benzyl)-4,5,6,7-tetrahydrobenzo[d]thiazol-2(3H)-imine hydrogen bromide